(R)-N,N-dimethyl-1-(pyrrolidin-3-yl)methanamine dihydrochloride Cl.Cl.CN(C[C@H]1CNCC1)C